OC(CNC1(C=CC(=CN1)C1=CNNC1)N1CC2N(C(C1)C2)CC=2C=NC(=CC2)OC)(C)C 6-((2-hydroxy-2-methylpropyl)amino)-4-(6-(6-((6-methoxypyridin-3-yl)methyl)-3,6-diazabicyclo[3.1.1]Heptane-3-yl)pyridin-3-yl)pyrazoline